1,3-Dimethyl-5-(piperidin-4-yl)-1,3-dihydro-2H-benzimidazol-2-one CN1C(N(C2=C1C=CC(=C2)C2CCNCC2)C)=O